NC1=NNC2=CC=C(C=C12)C1=CC(=NC=C1)NC(CC1=CC=C(C=C1)C)=O N-(4-(3-Amino-1H-indazol-5-yl)pyridin-2-yl)-2-(4-tolyl)acetamide